COC=1C=C(C=CC1)N1N=C2C(=N1)C=CC(=C2)N 2-(3-methoxyphenyl)benzotriazol-5-amine